2-((5-chloro-2-((2-(difluorometh-oxy)-4-(4-(4-methylpiperazin-1-yl)piperidin-1-yl)phenyl)amino)-pyrimidin-4-yl)amino)thiophene-3-carboxamide ClC=1C(=NC(=NC1)NC1=C(C=C(C=C1)N1CCC(CC1)N1CCN(CC1)C)OC(F)F)NC=1SC=CC1C(=O)N